NC1=C(C(=O)OC)C=C(C(=C1)OC)OC(C)(C)C1=C(C=NC=C1)C methyl 2-amino-4-methoxy-5-{[2-(3-methyl-pyridin-4-yl)prop-2-yl]oxy}benzoate